C(=O)O.FC(CCS(=O)(=O)NC1=C(C=C(C=C1)C1=CC2=C(N=C(N=C2)NC2CCN(CC2)C)N(C1=O)C(C)C)F)(F)F 3,3,3-Trifluoro-N-(2-fluoro-4-(8-isopropyl-2-((1-methylpiperidin-4-yl)amino)-7-oxo-7,8-dihydropyrido[2,3-d]pyrimidin-6-yl)phenyl)propane-1-sulfonamide formate